5-(3-(2,2-difluoroethyl)-2-methyl-3H-imidazo[4,5-b]pyridin-5-yl)-N-(cis-4-(methoxy-d3)cyclohexyl)pyrrolo[2,1-f][1,2,4]triazin-2-amine FC(CN1C(=NC=2C1=NC(=CC2)C=2C=CN1N=C(N=CC12)N[C@@H]1CC[C@@H](CC1)OC([2H])([2H])[2H])C)F